O=S1(CCC(CC1)N1C=NC(=C1)C=1C(=C(C(=CC1)O)N1CC(NS1(=O)=O)=O)F)=O 5-(3-(1-(1,1-dioxidotetrahydro-2H-thiopyran-4-yl)-1H-imidazol-4-yl)-2-fluoro-6-hydroxyphenyl)-1,2,5-thiadiazolidin-3-one 1,1-dioxide